5-chloro-N-({(5S)-2-oxo-3-[4-(3-oxo-morpholin-4-yl)phenyl]-1,3-oxazolidin-5-yl}methyl)thiophene-2-carboxamide ClC1=CC=C(S1)C(=O)NC[C@H]1CN(C(O1)=O)C1=CC=C(C=C1)N1C(COCC1)=O